FC1([C@@H](CN(C1)CC=1C=C2C=CC(=NC2=CC1)N1C[C@@H]2[C@H](C1)CCO2)OC=2C=C1CN(C(C1=CC2)=O)[C@@H]2C(NC(CC2)=O)=O)F |o1:19,20| (S)-3-(5-(((R)-4,4-difluoro-1-((2-((3aS*,6aS*)-hexahydro-5H-furo[2,3-c]pyrrol-5-yl)quinolin-6-yl)methyl)pyrrolidin-3-yl)oxy)-1-oxoisoindolin-2-yl)piperidine-2,6-dione